tert-butyl 2,2-dimethyl-4-morpholinopyrrole-1-carboxylate CC1(N(C=C(C1)N1CCOCC1)C(=O)OC(C)(C)C)C